[4-(4-tert-butoxycarbonyl-3-cyclopentyl-phenyl)quinazolin-7-yl]oxyoctanoic acid C(C)(C)(C)OC(=O)C1=C(C=C(C=C1)C1=NC=NC2=CC(=CC=C12)OC(C(=O)O)CCCCCC)C1CCCC1